CC=1C=C(C(=O)O)C=CC1C(NC1(CC1)C1=CC(=NC2=CC=CC=C12)C=1C=NN(C1)C)=O 3-methyl-4-((1-(2-(1-meth-yl-1H-pyrazol-4-yl)quinolin-4-yl)cyclopropyl)-carbamoyl)benzoic acid